N-(5-chloro-6-(4-((dimethylamino)methyl)-2H-1,2,3-triazol-2-yl)pyridin-3-yl)-1-(quinolin-5-yl)-5-(trifluoromethyl)-1H-pyrazole-4-carboxamide ClC=1C=C(C=NC1N1N=CC(=N1)CN(C)C)NC(=O)C=1C=NN(C1C(F)(F)F)C1=C2C=CC=NC2=CC=C1